(S)-5-chloro-N-(2,4-dimethoxybenzyl)-4-((1-(2-fluorophenyl)ethyl)amino)-2-methyl-N-(thiazol-2-yl)benzenesulfonamide ClC=1C(=CC(=C(C1)S(=O)(=O)N(C=1SC=CN1)CC1=C(C=C(C=C1)OC)OC)C)N[C@@H](C)C1=C(C=CC=C1)F